ClC=1N=C(C2=C(N1)C=C(O2)C=2CNCCC2)N2CCOCC2 2-chloro-4-morpholino-6-(1,2,5,6-tetrahydropyridin-3-yl)furo[3,2-d]pyrimidine